NC1=C(C=CC(=C1F)NCC1=CC=C(C=C1)C(F)(F)F)NC(C(C(CCCCCCC)F)F)=O N-(2-Amino-3-fluoro-4-((4-(trifluoromethyl)benzyl)amino)phenyl)-2,3-difluorodecanamid